2-(4-((3-(4-Isopropylphenyl)-2-oxoimidazolin-1-yl)methyl)-2,6-dimethylphenoxy)-2-methylpropanoic acid C(C)(C)C1=CC=C(C=C1)N1C(N(CC1)CC1=CC(=C(OC(C(=O)O)(C)C)C(=C1)C)C)=O